1-(3-Chlorophenyl)-6-oxo-4,5-dihydropyrrolo[3,4-c]pyrazole-3-carboxylic acid ethyl ester C(C)OC(=O)C=1C2=C(N(N1)C1=CC(=CC=C1)Cl)C(NC2)=O